ClC1=NC(=C(C2=NC(=NC(C21)=O)SC)F)Cl 5,7-dichloro-8-fluoro-2-(methylthio)pyrido[4,3-d]pyrimidin-4(4aH)-one